C(C1=CC=CC=C1)O[C@@H]1[C@@](O[C@@H]2OC(O[C@@H]21)(C)C)(COC)COCC2=CC=CC=C2 (3aR,5R,6S,6aR)-6-(benzyloxy)-5-((benzyloxy)methyl)-5-(methoxymethyl)-2,2-dimethyltetrahydrofuro[2,3-d][1,3]dioxole